FC(C1=CC=C(O[C@H](C=O)C)C=C1)(F)F (S)-2-(4-(trifluoromethyl)phenoxy)propanal